(oxybis(ethane-2,1-diyl))bis(propane-3,1-diyl)bis(3-nitropropionamide) O(CCCCCC(C(=O)N)C[N+](=O)[O-])CCCCCC(C(=O)N)C[N+](=O)[O-]